C1(=CC=CC=C1)C1=CC=C(C=C1)C(C(=O)O)C(=O)O 4'-biphenylmethanedicarboxylic acid